COC([C@@H](C1=CC=CC=C1)N1N=C2C(=C(C=CC2=C1)Br)Cl)=O |r| (2RS)-2-(6-bromo-7-chloro-indazol-2-yl)-2-phenyl-acetic acid methyl ester